CC1=C(C(NC(=C1)C)=O)CN1C(C=2C(=C3C(=C(C2CC1)N1C=NC=C1)O[C@](O3)(C)[C@@H]3CC[C@H](CC3)N(C)C)C)=O (R)-6-((4,6-dimethyl-2-oxo-1,2-dihydropyridin-3-yl)methyl)-2-(trans-4-(dimethylamino)cyclohexyl)-9-(1H-imidazol-1-yl)-2,4-dimethyl-7,8-dihydro-[1,3]dioxolo[4,5-g]isoquinolin-5(6H)-one